NCCC1=CNC2=CC=CC(=C12)OP(=O)(O)O.ClC1=C(C(=C(C=C1OC)OC)Cl)C1=NC=C2C=C(N=CC2=C1)NC1=C(C=C(C=C1)C1CCN(CC1)CC)NC(C=C)=O N-(2-((7-(2,6-dichloro-3,5-dimethoxyphenyl)-2,6-naphthyridin-3-yl)amino)-5-(1-ethylpiperidin-4-yl)phenyl)acrylamide [3-(aminoethyl)-1H-indol-4-yl]dihydrogenphosphate